C(CC)N1CCCC2CC3=C(CC12)C=CC(=C3O)O 1-Propyl-1,2,3,4,4a,5,10,10a-octahydrobenzo[g]quinoline-6,7-diol